C=1(C(=CC=CC1)C(=O)OOC=1C=C(C=CC1)C)C m-toluyl (toluoyl) peroxide